((R)-2-(2-Chlorophenyl)-4-methyl-5-oxopiperazin-1-yl)-2-fluoro-N-((R,E)-4-(methylsulfonyl)but-3-en-2-yl)benzamide ClC1=C(C=CC=C1)[C@H]1N(CC(N(C1)C)=O)C=1C(=C(C(=O)N[C@H](C)\C=C\S(=O)(=O)C)C=CC1)F